NC=1C(NC(N(N1)C1=CC(=C(C(=C1)Cl)OC=1C2=C(C(NN1)=O)C(CC2)(CC)CC)Cl)=O)=O 6-amino-2-(3,5-dichloro-4-((7,7-diethyl-1-oxo-2,5,6,7-tetrahydro-1H-cyclopenta[d]pyridazin-4-yl)oxy)phenyl)-1,2,4-triazine-3,5(2H,4H)-dione